4-[(4-{3-cyano-2-[4-(7H-pyrrolo[2,3-d]pyrimidin-4-yl)-1H-pyrazol-1-yl]propyl}piperazin-1-yl)carbonyl]-3-fluorobenzonitrile C(#N)CC(CN1CCN(CC1)C(=O)C1=C(C=C(C#N)C=C1)F)N1N=CC(=C1)C=1C2=C(N=CN1)NC=C2